FC1=CN=C(S1)NC(=O)C=1C(N(C2=CC=CC(=C2C1)NCCO)C)=O N-(5-Fluorothiazol-2-yl)-5-(2-hydroxyethylamino)-1-methyl-2-oxo-quinoline-3-carboxamide